(7S)-2-Benzyl-7-methyl-3-[(3S,4R)-3-methylpiperidin-4-yl]-3H,6H,7H,8H,9H-imidazo[4,5-f]chinolin C(C1=CC=CC=C1)C=1N(C=2C(=C3CC[C@@H](NC3=CC2)C)N1)[C@H]1[C@H](CNCC1)C